(3S,4R)-4-((tert-butyldimethylsilyl)oxy)-3-(cyclobutylmethoxy)-4-(3,5-dimethoxy-4-methyl-phenyl)butanenitrile [Si](C)(C)(C(C)(C)C)O[C@@H]([C@H](CC#N)OCC1CCC1)C1=CC(=C(C(=C1)OC)C)OC